OC(C)(C)C1=CC=C(C=C1)B(O)O (4-(2-hydroxyprop-2-yl)phenyl)boronic acid